Tert-butyl 2-((3-bromo-2-chlorophenyl) carbamoyl)-1-methyl-6,7-dihydro-1H-imidazo[4,5-c]pyridine-5(4H)-carboxylate BrC=1C(=C(C=CC1)NC(=O)C=1N(C2=C(CN(CC2)C(=O)OC(C)(C)C)N1)C)Cl